CC1(CC1)COC1=NN(C=C1)C(C)=O 1-(3-((1-methylcyclopropyl)methoxy)-1H-pyrazol-1-yl)ethan-1-one